(1s,4s)-4-(7-chloro-3-methyl-8-(1-methyl-1H-indazol-5-yl)-2-oxo-6-((2-(trimethylsilyl)ethoxy)methyl)-3,6-dihydroimidazo[4,5-d]Pyrrolo[2,3-b]Pyridin-1(2H)-yl)cyclohexylAcetonitrile ClC1=C(C=2C(=NC=C3C2N(C(N3C)=O)C3CCC(CC3)CC#N)N1COCC[Si](C)(C)C)C=1C=C3C=NN(C3=CC1)C